5-amino-3-fluoro-N,N,2-trimethylbenzenesulfonamide NC=1C=C(C(=C(C1)S(=O)(=O)N(C)C)C)F